FC1(COC1)CO (3-Fluoro-oxetan-3-yl)-methanol